FC(C)(F)C1NC(NC2=CC(=CC=C12)CO)=O 4-(1,1-difluoroethyl)-7-(hydroxymethyl)-3,4-dihydroquinazolin-2(1H)-one